5-amino-N-methyl-N-(5-(1-methyl-1H-pyrazol-4-yl)-2,3-dihydro-1H-inden-1-yl)benzo[c][2,6]naphthyridin-9-carboxamide NC1=NC2=C(C3=CN=CC=C13)C=C(C=C2)C(=O)N(C2CCC1=CC(=CC=C21)C=2C=NN(C2)C)C